methyl 5-(3-(imino(methoxy)methyl)phenoxy)-1-tosyl-1H-indole-4-carboxylate hydrochloride Cl.N=C(C=1C=C(OC2=C(C=3C=CN(C3C=C2)S(=O)(=O)C2=CC=C(C)C=C2)C(=O)OC)C=CC1)OC